3-methyl-N-(3-nitropyridin-2-yl)-1-((2-(trimethylsilyl)ethoxy)methyl)-1H-pyrrolo[2,3-b]pyridin-5-amine CC1=CN(C2=NC=C(C=C21)NC2=NC=CC=C2[N+](=O)[O-])COCC[Si](C)(C)C